N1C(=NC2=C1C=CC=C2)CNC2=NN(C1=NC(=CN=C12)C1CC1)C(C)CCN(C)C (-)-N-[(1H-benzimidazol-2-yl)methyl]-6-cyclopropyl-1-[4-(dimethylamino)butan-2-yl]-1H-pyrazolo[3,4-b]pyrazin-3-amine